4-iodo-5-methoxypyridine IC1=CC=NC=C1OC